C(C=C)(=O)N1[C@H](CN(CC1)C=1C2=C(N=C(N1)OC[C@H]1N(CCC1)C)OC1(CC2)CC(C2=CC=CC=C21)C)CC#N 2-((2S)-1-acryloyl-4-(3-methyl-2'-(((S)-1-methylpyrrolidin-2-yl)methoxy)-2,3,5',6'-tetrahydrospiro[indene-1,7'-pyrano[2,3-d]pyrimidin]-4'-yl)piperazin-2-yl)acetonitrile